C(N)(=O)C=1C=C(C=CC1F)NC(=O)[C@H]1O[C@@]([C@H]([C@@H]1C1=C(C=C(C=C1)F)OC(F)F)C)(C(F)(F)F)C (2S,3R,4S,5S)-N-(3-carbamoyl-4-fluoro-phenyl)-3-[2-(difluoromethoxy)-4-fluoro-phenyl]-4,5-dimethyl-5-(trifluoromethyl)tetrahydrofuran-2-carboxamide